O(C1=CC=CC=C1)C1=CC=CC=C1 oxydibenzene